ClC1=C(C=C(OCC(=O)N[C@H]2CC[C@@H](N(C2)C(=O)OC(C)(C)C)C=2OC3=C(N2)C=CC(=C3)OC(F)F)C=C1)F tert-butyl (2R,5S)-5-[2-(4-chloro-3-fluorophenoxy)acetamido]-2-[6-(difluoromethoxy)-1,3-benzoxazol-2-yl]piperidine-1-carboxylate